2-amino-1-[(3R,4S)-3-fluoro-4-[(2-{3-[(4-methanesulfonyl-2-methoxyphenyl)amino]prop-1-yn-1-yl}-1-(2,2,2-trifluoroethyl)-1H-indol-4-yl)amino]piperidin-1-yl]ethan-1-one NCC(=O)N1C[C@H]([C@H](CC1)NC1=C2C=C(N(C2=CC=C1)CC(F)(F)F)C#CCNC1=C(C=C(C=C1)S(=O)(=O)C)OC)F